N-{5-[2-(2-chloro-3-fluorophenyl)acetylamino]pyridazin-3-yl}-N-(4-fluorophenyl)acetamide ClC1=C(C=CC=C1F)CC(=O)NC=1C=C(N=NC1)N(C(C)=O)C1=CC=C(C=C1)F